[4-[3-(4-ethylphenyl)butyl]phenyl]-trimethylazanium C(C)C1=CC=C(C=C1)C(CCC1=CC=C(C=C1)[N+](C)(C)C)C